C1OCC12CCN(CC2)C2=CC=C1C(=N2)NC=C1C1=NC(=NC=C1C(F)(F)F)N[C@@H]1CNCCC1 (S)-4-(6-(2-oxa-7-azaspiro[3.5]non-7-yl)-1H-pyrrolo[2,3-b]pyridin-3-yl)-N-(piperidin-3-yl)-5-(trifluoromethyl)pyrimidin-2-amine